C1=CC=C2C(=C1)C=C(C=N2)[N+](=O)[O-] NITROQUINOLINE